[Si](C1=CC=CC=C1)(C1=CC=CC=C1)(C(C)(C)C)OCCCCCCCCC(CCCCCCCC=C)=O 1-((tert-butyldiphenylsilyl)oxy)octadec-17-en-9-one